(S)-1-(2-((3-(Aminomethyl)benzyl)oxy)-5-chloro-4-((3-(2,3-dihydrobenzo[b][1,4]dioxin-6-yl)-2-methylbenzyl)oxy)benzyl)piperidine-2-carboxylic acid, bis-trifluoroacetic acid salt FC(C(=O)O)(F)F.FC(C(=O)O)(F)F.NCC=1C=C(COC2=C(CN3[C@@H](CCCC3)C(=O)O)C=C(C(=C2)OCC2=C(C(=CC=C2)C2=CC3=C(OCCO3)C=C2)C)Cl)C=CC1